3-(5-((7-Chloroquinazolin-4-yl)amino)pentyl)-5,5-dimethylimidazoline-2,4-dione ClC1=CC=C2C(=NC=NC2=C1)NCCCCCN1C(NC(C1=O)(C)C)=O